tetrahydroxy-5beta-cholestanoyl-CoA OC(C(C(=O)SCCNC(CCNC([C@@H](C(COP(OP(OC[C@@H]1[C@H]([C@H]([C@@H](O1)N1C=NC=2C(N)=NC=NC12)O)OP(=O)(O)O)(=O)O)(=O)O)(C)C)O)=O)=O)(CCC[C@@H](C)[C@H]1CC[C@H]2[C@@H]3CC[C@@H]4CCCC[C@]4(C)[C@H]3CC[C@]12C)O)(O)O